N1=CC(=CC=C1)C=1C=C2C=CC=NC2=CC1 6-(pyridin-3-yl)quinolin